NC1=CC=C(C=C1)[C@@H]1CN(CCO1)C(=O)OC(C)(C)C tert-Butyl (2R)-2-(4-aminophenyl)morpholine-4-carboxylate